3-(2,2-difluoroethoxy)-4-(1,2-dimethylpiperidin-4-yl)benzene-1,2-diamine FC(COC1=C(C(=CC=C1C1CC(N(CC1)C)C)N)N)F